CC(C(C(=O)N)N(C(=O)[C@@H]1CN(CC1)C(C=C)=O)C)C 3-methyl-2-[N-methyl-1-[(3S)-1-(prop-2-enoyl)pyrrolidin-3-yl]formamido]butanamide